C(C=C)(=O)OC1=C(C=C(C=C1)C(C)(C)C)C(C)(C)C 2,4-di-tert-butylphenol monoacrylate